C1(CCC1)CC(C1=CC=C(C=C1)C)NC(=O)C=1C(NC(=CC1)C(F)(F)F)=O N-(2-cyclobutyl-1-(p-tolyl)ethyl)-2-oxo-6-(trifluoromethyl)-1,2-dihydropyridine-3-carboxamide